1-(5-bromo-2-(4-cyclopentylpiperazin-1-yl)phenyl)-N,N-dimethylmethanamine BrC=1C=CC(=C(C1)CN(C)C)N1CCN(CC1)C1CCCC1